FC([C@@H]1[C@@H](C1)C(=O)NC=1N=CC2=C(N=CC(=C2C1)C#CC1=NC=C(C=C1)OC)NC)F (1r,2s)-2-(difluoromethyl)-N-(5-((5-methoxypyridin-2-yl)ethynyl)-8-(methylamino)-2,7-naphthyridin-3-yl)cyclopropane-1-carboxamide